12-methyl-7-oxa-1,11,20-triazatetracyclo[11.5.2.0{3,5}.0{16,19}]Eicosane CC1NCCCOCC2CC2CN2CCC3CCC1NC23